tert-butyl {[(7R)-3-(benzyloxy)-7-{[(benzyloxy)carbonyl]amino}-1-fluoro-5,6,7,8-tetrahydronaphthalen-2-yl]({[(prop-2-en-1-yl)oxy]carbonyl}sulfamoyl)amino}acetate C(C1=CC=CC=C1)OC=1C(=C(C=2C[C@@H](CCC2C1)NC(=O)OCC1=CC=CC=C1)F)N(S(NC(=O)OCC=C)(=O)=O)CC(=O)OC(C)(C)C